C[C@@H]1N(CCOC1)C1=C(C=C(C=N1)C=O)C(F)(F)F 6-[(3S)-3-methylmorpholin-4-yl]-5-(trifluoromethyl)pyridine-3-carbaldehyde